CC1=C(C[C@@]2(NCCC2)C(=O)O)C=CC=C1 alpha-(2-methyl-benzyl)-proline